CC(C)(C)C1=C(C=CC(=C1)C(C)(C)C)C1=C(C=CC=C1)C1=CC=CC=C1 [2,4-Bis(1,1-dimethylethyl)phenyl]1,1'-Biphenyl